(1R,5S,6S)-3-[(tert-butyldiphenylsilyl)oxy]Bicyclo[3.1.0]Hexane-6-carboxamide [Si](C1=CC=CC=C1)(C1=CC=CC=C1)(C(C)(C)C)OC1C[C@H]2C([C@H]2C1)C(=O)N